OC(CNC1=CC=CC=C1)C1=NNC(O1)=S 5-(1-hydroxy-2-phenylaminoethyl)-1,3,4-oxadiazole-2(3H)-thione